C(N)(=O)C=1C(=NN(C1)C1(C(CN(CC1)CC1CCC(CC1)C1=CC=CC=C1)F)CC#N)NC(OC)=O methyl N-[4-carbamoyl-1-[4-(cyanomethyl)-3-fluoro-1-[(4-phenylcyclohexyl)methyl]-4-piperidyl]pyrazol-3-yl]carbamate